(S,E)-6-(4-(Dimethylamino)but-2-enoyl)-4-(2-(1-(3-fluoropyridin-4-yl)-3-(trifluoromethyl)-1H-pyrazol-4-yl)phenyl)-4,5,6,7-tetrahydrothieno[2,3-c]pyridine-2-carbonitrile CN(C/C=C/C(=O)N1CC2=C([C@@H](C1)C1=C(C=CC=C1)C=1C(=NN(C1)C1=C(C=NC=C1)F)C(F)(F)F)C=C(S2)C#N)C